BrC1=CN=C(C=C1C(=O)OC)N\C=N\O methyl (E)-5-bromo-2-(N'-hydroxyformimidamido)isonicotinate